1-(2-Chlorophenyl)-3-(3-hydroxy-4-methoxyphenyl)prop-2-en-1-one ClC1=C(C=CC=C1)C(C=CC1=CC(=C(C=C1)OC)O)=O